CN(C)CC1=CC=C(C=C1)NC(NC=1C=C(C(=O)O)C=C(C1)NC(=O)NC1=CC=C(C=C1)CN(C)C)=O 3,5-bis(3-(4-((dimethylamino)methyl)phenyl)ureido)benzoic acid